ethyl 1,1-dioxo-2H,3H,4H-1lambda6-thieno[3,2-b]pyrrole-5-carboxylate O=S1(CCC=2NC(=CC21)C(=O)OCC)=O